C1(=CC=C(C=C1)C1=NC2=CC=CC=C2C(=C1)C(=O)[O-])C1=CC=CC=C1 2-(4-biphenylyl)quinoline-4-carboxylate